ClC1=CC=C(C(=O)OC(C2=CC=C(C=C2)Cl)=O)C=C1 (4-chlorobenzoyl)4-chlorobenzoate